1-ethyl-3-((1S,2R)-2-methyl-2-(trifluoromethyl)cyclopropyl)-1-((S)-2,2,2-trifluoro-1-(5-methoxy-4-(8-methoxyimidazo[1,2-a]pyrazin-6-yl)pyridin-2-yl)ethyl)urea C(C)N(C(=O)N[C@@H]1[C@@](C1)(C(F)(F)F)C)[C@H](C(F)(F)F)C1=NC=C(C(=C1)C=1N=C(C=2N(C1)C=CN2)OC)OC